N4-Isopropyl-5-(2-isopropyl-4,5-dimethoxy-benzyl)-pyrimidine-2,4-diamine C(C)(C)NC1=NC(=NC=C1CC1=C(C=C(C(=C1)OC)OC)C(C)C)N